{1-[2,6-difluoro-4-(6-methoxy-piperazin-2-yl)-phenyl]-pyrrolidin-3-yl}-acetic acid FC1=C(C(=CC(=C1)C1NC(CNC1)OC)F)N1CC(CC1)CC(=O)O